[N+](=O)([O-])C1=C(C(=CC(=C1)C(F)(F)F)C1=CC=CC=C1)C(=O)O nitro-5-(trifluoromethyl)-[1,1'-biphenyl]-2-carboxylic acid